Cl.CS(=O)(=O)Cl methanesulfonyl chloride hydrochloride